CN1N=C2C=CC(=CC2=C1)C1=NC2=CC=C(C=C2C=C1)N1CCCCC1 2-(2-methyl-2H-indazol-5-yl)-6-(piperidin-1-yl)quinoline